6-hydroxy-menthane OC1CC(CCC1C)C(C)C